ClC=1C=C(CNCCC(=O)NCCCNC2=C3C=NNC3=CC(=C2)C2=CN=CO2)C=CC1OC(F)(F)F 3-((3-chloro-4-(trifluoromethoxy)benzyl)amino)-N-(3-((6-(oxazol-5-yl)-1H-indazol-4-yl)amino)propyl)propanamide